COC=1C=C(C(=O)NC)C=CC1NCC#CC=1N=C2N(C=CC=C2NC2CCN(CC2)C)C1SC(F)(F)F 3-methoxy-N-methyl-4-((3-(8-((1-methylpiperidin-4-yl)amino)-3-((trifluoromethyl)thio)imidazo[1,2-a]pyridin-2-yl)prop-2-yn-1-yl)amino)benzamide